tert-butyl 2-((7-((S)-1-(4-cyano-2-fluorophenyl) ethoxy)-3,4-dihydroisoquinolin-2(1H)-yl) methyl)-1-(((S)-oxetan-2-yl) methyl)-1H-benzo[d]imidazole-6-carboxylate C(#N)C1=CC(=C(C=C1)[C@H](C)OC1=CC=C2CCN(CC2=C1)CC1=NC2=C(N1C[C@H]1OCC1)C=C(C=C2)C(=O)OC(C)(C)C)F